butyl N-[(3R)-1-(6-chloropyridazin-3-yl)pyrrolidin-3-yl]-N-cyclobutylcarbamate ClC1=CC=C(N=N1)N1C[C@@H](CC1)N(C(OCCCC)=O)C1CCC1